7-(3-(6-((5-(difluoromethyl)-3-methylimidazo[1,5-a]pyridin-6-yl)oxy)-2-azaspiro[3.3]heptan-2-yl)propyl)-6-fluoro-[1,2,4]triazolo[4,3-a]pyridine FC(C1=C(C=CC=2N1C(=NC2)C)OC2CC1(CN(C1)CCCC1=CC=3N(C=C1F)C=NN3)C2)F